2-{3-[(4-methanesulfonyl-2-methoxyphenyl)amino]prop-1-yn-1-yl}-N-{1-[(oxolan-2-yl)methyl]piperidin-4-yl}-1-(2,2,2-trifluoroethyl)-1H-indol-4-amine CS(=O)(=O)C1=CC(=C(C=C1)NCC#CC=1N(C=2C=CC=C(C2C1)NC1CCN(CC1)CC1OCCC1)CC(F)(F)F)OC